BrC1=C(C=CC(=C1)S(=O)(=NC(=O)OC(C)(C)C)CC)N1CC(C1)(C(=O)O)C(F)(F)F 1-(2-bromo-4-(N-(tert-butoxycarbonyl)ethylsulfonimidoyl)phenyl)-3-(trifluoromethyl)azetidine-3-carboxylic acid